2-methoxyacetaldehyde COCC=O